BrC1=C(C=C(C=C1)C1=NN(C2=C1C=NC=1C=CC=CC21)C2=CC(=C(C=C2)C)C)Cl 3-(4-bromo-3-chlorophenyl)-1-(3,4-dimethylphenyl)-1H-pyrazolo[4,3-c]quinoline